2-(1-(1-(cis-4-isopropylcyclohexyl) piperidin-4-yl)-3-(methylsulfonamido methyl)-1H-indol-2-yl)ethyl carbamate C(N)(OCCC=1N(C2=CC=CC=C2C1CNS(=O)(=O)C)C1CCN(CC1)[C@@H]1CC[C@@H](CC1)C(C)C)=O